TROMETHAMIN NC(CO)(CO)CO